COC1=CC=C(CC=2C(=NC(=NC2C)N)CC2=CC=C(C=C2)OC)C=C1 bis(4-methoxybenzyl)-6-methylpyrimidin-2-amine